CNCCCCCCCCCN N-methylnonane-1,9-diamine